BrC1=CC(=NC=C1)N(C(OC(C)(C)C)=O)C Tert-butyl N-(4-bromo-2-pyridyl)-N-methyl-carbamate